N'-isopropyl-urea C(C)(C)NC(N)=O